sodium methyl-dimethylamine CN(C)C.[Na]